C1(=CC=CC=C1)C1(CC1)C=1NC(C2=C(N1)CCN(C2)C(C(C)C2=CC=C(C=C2)C(F)(F)F)=O)=O 2-(1-phenylcyclopropyl)-6-(2-(4-(trifluoromethyl)phenyl)propionyl)-5,6,7,8-tetrahydropyrido[4,3-d]pyrimidin-4(3H)-one